C(C)(C)(C)C1=CC(=NS1)NC1=CC=C(C(=N1)C(=O)N1[C@H](CCC(C1)(F)F)CNC(C)=O)C (R)-N-((1-(6-((5-(tert-butyl)isothiazol-3-yl)amino)-3-methylpyridin-2-carbonyl)-5,5-difluoropiperidin-2-yl)methyl)acetamide